ClC=1C=C(C=CC1F)NC(N(C)[C@@H](C)C1=CN(C(C2=C(C(=CC=C12)F)F)=O)C)=O (S)-3-(3-chloro-4-fluorophenyl)-1-(1-(7,8-difluoro-2-methyl-1-oxo-1,2-dihydroisoquinolin-4-yl)ethyl)-1-methylurea